8-cyclopropyl-6-(difluoromethyl)-N-(1-(oxetan-3-ylsulfonyl)piperidin-4-yl)imidazo[1',2':1,6]pyrido[2,3-d]pyrimidin-2-amine C1(CC1)C=1N=C2C(=CC3=C(N=C(N=C3)NC3CCN(CC3)S(=O)(=O)C3COC3)N2C1)C(F)F